N-(3,4-dichloro-1H-indol-7-yl)-4-(1-(piperazin-1-yl)cyclopropyl)benzenesulfonamide ClC1=CNC2=C(C=CC(=C12)Cl)NS(=O)(=O)C1=CC=C(C=C1)C1(CC1)N1CCNCC1